4-[(3S)-3-aminopyrrolidin-1-yl]-N-{bicyclo[1.1.1]pentan-1-yl}-6-cyano-5-(3,4-difluorophenyl)pyridine-3-carboxamide N[C@@H]1CN(CC1)C1=C(C=NC(=C1C1=CC(=C(C=C1)F)F)C#N)C(=O)NC12CC(C1)C2